2-(4,4-difluorocyclohexylamino)-4-((1R,2S)-2-(hydroxymethyl)cyclopentylamino)pyrimidine-5-carbonitrile FC1(CCC(CC1)NC1=NC=C(C(=N1)N[C@H]1[C@H](CCC1)CO)C#N)F